FC1=CC=C(C=C1)C1=CC=C(C=C1)C=1N=C(SC1C(F)(F)F)CCC(=O)O 3-(4-(4'-fluorobiphenyl-4-yl)-5-(trifluoromethyl)-thiazol-2-yl)-propanoic acid